2-(2-methoxyphenyl)-2-methylpropan-1-amine COC1=C(C=CC=C1)C(CN)(C)C